C(CC(C)C)N1[C@@H](C2N(OC3(C(N2[C@@H](C1=O)CCSC)=O)CCC3)C(=O)OC(C)C)C isopropyl (6'R,9'R)-8'-isopentyl-9'-methyl-6'-(2-(methylthio)ethyl)-4',7'-dioxotetrahydro-4'H-spiro[cyclobutane-1,3'-pyrazino[2,1-c][1,2,4]oxadiazine]-1'(6'H)-carboxylate